6-chloro-3-[[(1R)-1-[3,6-dimethyl-4-oxo-2-[3-(trifluoromethyl)-1-bicyclo[1.1.1]pentanyl]chromen-8-yl]ethyl]amino]pyridine-2-carbonitrile ClC1=CC=C(C(=N1)C#N)N[C@H](C)C=1C=C(C=C2C(C(=C(OC12)C12CC(C1)(C2)C(F)(F)F)C)=O)C